methylvinylketoxime CC(=NO)C=C